[6-(3-cyclopropyl-1H-1,2,4-triazol-5-yl)-2-azaspiro[3.3]heptan-2-yl]-[6-[[3-(trifluoromethyl)-1H-pyrrolo[2,3-b]pyridin-6-yl]methyl]-2-azaspiro[3.3]heptan-2-yl]methanone C1(CC1)C1=NNC(=N1)C1CC2(CN(C2)C(=O)N2CC3(C2)CC(C3)CC3=CC=C2C(=N3)NC=C2C(F)(F)F)C1